(S)-6-(3-buten-1-yl)-2-(4,4-difluoroazepan-1-yl)-N-(3-(S-methylsulfonimidoyl)phenyl)nicotinamide C(CC=C)C1=NC(=C(C(=O)NC2=CC(=CC=C2)[S@](=O)(=N)C)C=C1)N1CCC(CCC1)(F)F